potassium tert.butanolate C(C)(C)(C)[O-].[K+]